[Si](C)(C)(C(C)(C)C)OCCN 2-(tert-butyldimethylsilyloxy)-ethylamine